tributyl-4-vinylbenzylphosphine C(CCC)C1=C(C(P)(CCCC)CCCC)C=CC(=C1)C=C